OC(CC(=O)OCCCCCCCC)C 1-octyl 3-hydroxybutyrate